bromo-2-(methylamino)benzonitrile BrC=1C(=C(C#N)C=CC1)NC